C(CCCCCCCCCCCCCCCCCCCCC)(=O)OC[C@@H](OC(CCCCCCCCCCCCCCCCCCCCC)=O)COP(=O)([O-])OCC[N+](C)(C)C 1,2-dibehenoyl-sn-glycero-3-phosphocholine